NC=1C(=C(C=CC1)C1=C(C(=CC=C1)C1=NC(=C(C=O)C=C1)OC)Cl)Cl 6-(3'-amino-2,2'-dichloro-[1,1'-biphenyl]-3-yl)-2-methoxynicotinaldehyde